dihydro-benzo-furan O1CCC2=C1C=CC=C2